C(N)(=N)C1=CC=C(C=C1)C(C)(C)OCCNC(OC)=O methyl (2-((2-(4-carbamimidoylphenyl)propan-2-yl)oxy)ethyl)carbamate